4-(5-((3,4-dichlorophenyl)difluoromethyl)-1,3,4-oxadiazol-2-yl)-8-thia-2-azaspiro[4.5]decane 8,8-dioxide ClC=1C=C(C=CC1Cl)C(C1=NN=C(O1)C1CNCC12CCS(CC2)(=O)=O)(F)F